1,1,3-trichloro-2-butanol ClC(C(C(C)Cl)O)Cl